1-(3-(2-(4-(1-carboxycyclopropyl)butyl)phenyl)propyl)cyclopropane C(=O)(O)C1(CC1)CCCCC1=C(C=CC=C1)CCCC1CC1